4-hydroxy-3-(5-(1-((2-(trimethylsilyl)ethoxy)methyl)-1H-1,2,4-triazol-5-yl)pyridin-3-yl)phenyl benzylcarbamate C(C1=CC=CC=C1)NC(OC1=CC(=C(C=C1)O)C=1C=NC=C(C1)C1=NC=NN1COCC[Si](C)(C)C)=O